7-chloro-9-methyl-2,3-dihydro-1H-cyclopenta[B]quinoline ClC1=CC=2C(=C3C(=NC2C=C1)CCC3)C